4-[m-(2-methoxyethoxy)phenyl]-6-(1-{[6-(methoxymethyl)-2-pyridinyl]methyl}-1H-1,2,3-triazol-4-yl)-2-pyrimidinylamine COCCOC=1C=C(C=CC1)C1=NC(=NC(=C1)C=1N=NN(C1)CC1=NC(=CC=C1)COC)N